O=C1N(CC2=CC(=CC=C12)C[C@@H]1[C@H](CCCC1)NC(C)C1CCOCC1)C1C(NC(CC1)=O)=O 3-(1-oxo-5-(((1R,2S)-2-((1-(tetrahydro-2H-pyran-4-yl)ethyl)amino)cyclohexyl)methyl)isoindolin-2-yl)piperidine-2,6-dione